C(=O)O.C(=O)O.CN(C1CN(C1)C1=CC=C(NC=2C(=NC(=C(N2)NC)C=2C3=C(C=NC2)N(C=N3)C)C(=O)N)C=C1)C 3-[4-[3-(dimethylamino)azetidin-1-yl]anilino]-5-(methylamino)-6-(3-methylimidazo[4,5-c]pyridin-7-yl)pyrazine-2-carboxamide diformate